1-(5,6-dimethyl-7,9-dihydro-8H-pyrrolo[3,4-c][1,2,4]triazolo[1,5-a]pyridin-8-yl)-2-(2-(5-(trifluoromethyl)pyrimidin-2-yl)cyclopropyl)ethan-1-one CC1=C(C2=C(C=3N1N=CN3)CN(C2)C(CC2C(C2)C2=NC=C(C=N2)C(F)(F)F)=O)C